C(C)(C)(C)OC(=O)NCCC(=O)NCC1=CC=C(C=C1)C=1SC=C(N1)C(=O)NC(C(=O)NC(C(=O)OC)=C)=C methyl 2-(2-(2-(4-((3-((tert-butoxycarbonyl)amino)propanamido)methyl)phenyl)thiazole-4-carboxamido)acrylamido)acrylate